CO[C@H]1[C@@H](COC1)NCC(=O)OC methyl ((3R,4S)-4-methoxytetrahydrofuran-3-yl)glycinate